(R)-2-hydroxy-2-(6-(2-(2,3,5-trimethylbenzyl)-2H-tetrazol-5-yl)pyridin-2-yl)propane-1-sulfonamide O[C@](CS(=O)(=O)N)(C)C1=NC(=CC=C1)C=1N=NN(N1)CC1=C(C(=CC(=C1)C)C)C